NC=1C2=C(N=CN1)N(C=C2C2=CC=C(C=C2)OC2=CC=CC=C2)C2CCC(CC2)C2C(N(CCO2)C)=O 2-(4-(4-amino-5-(4-phenoxyphenyl)-7H-pyrrolo[2,3-d]pyrimidin-7-yl)cyclohexyl)-4-methylmorpholine-3-one